4-(1-(N-imidazolyl)phenyl)benzonitrile N1(C=NC=C1)C1(CC=CC=C1)C1=CC=C(C#N)C=C1